4-(2H-tetrazol-5-yl)cyclohexanecarboxamide N=1NN=NC1C1CCC(CC1)C(=O)N